O=C1NCC2=CC=CC=C12 ketoisoindoline